O=S1(CCC(CC1)C[C@H](C1=NN=CN1C)C=1C=C(C=CC1)N1C(C2=CC(=CC(=C2C1)C(F)(F)F)CNC1(CCC1)C)=O)=O (S)-2-(3-(2-(1,1-dioxidotetrahydro-2H-thiopyran-4-yl)-1-(4-methyl-4H-1,2,4-triazol-3-yl)ethyl)phenyl)-6-(((1-methylcyclobutyl)amino)methyl)-4-(trifluoromethyl)isoindolin-1-one